[N+](=O)([O-])C=1N=CN(C1)CC1=CC=C(CN2N=CC=C2)C=C1 1-(4-((4-nitro-1H-imidazol-1-yl)methyl)benzyl)-1H-pyrazole